C(C)OC(=O)C=1C(N(C(=CC1)Cl)C[C@H](C)N)=O (S)-1-(2-aminopropyl)-6-chloro-2-oxo-1,2-dihydropyridine-3-carboxylic acid ethyl ester